ethyl 4-((4-hydroxytetrahydrofuran-3-yl)amino)-2-(methylthio)pyrimidine-5-carboxylate OC1C(COC1)NC1=NC(=NC=C1C(=O)OCC)SC